(2-(1-((1-((benzyloxy)methyl)cyclopropyl)sulfonyl)cyclopropyl)ethoxy)triisopropylsilane C(C1=CC=CC=C1)OCC1(CC1)S(=O)(=O)C1(CC1)CCO[Si](C(C)C)(C(C)C)C(C)C